N-((1r,4r)-4-(3-chloro-4-cyanophenoxy)cyclohexyl)-6-(4-(4-(2-fluoro-4-nitrophenyl)piperazin-1-yl)piperidin-1-yl)pyridazine-3-Formamide ClC=1C=C(OC2CCC(CC2)NC(=O)C=2N=NC(=CC2)N2CCC(CC2)N2CCN(CC2)C2=C(C=C(C=C2)[N+](=O)[O-])F)C=CC1C#N